ClC=1C(=C(C=CC1)\C=C(/C#N)\C1=C(C=C(C=C1)Cl)F)F (Z)-3-(3-chloro-2-fluoro-phenyl)-2-(4-chloro-2-fluoro-phenyl)prop-2-enenitrile